C(CCCCCCCCCCC)(=O)NCCN N-lauroylethylenediamine